6-(3-amino-5-fluoro-6-(4-morpholino-3-(pyrrolidin-1-ylmethyl)phenyl)pyrazin-2-yl)-8-fluoro-3,4-dihydroisoquinolin-1(2H)-one NC=1C(=NC(=C(N1)F)C1=CC(=C(C=C1)N1CCOCC1)CN1CCCC1)C=1C=C2CCNC(C2=C(C1)F)=O